5-(5-((1-(4-(1,2-bis(4-hydroxyphenyl)but-1-en-1-yl)phenyl)piperidin-4-yl)methyl)-2,5-diazabicyclo[2.2.2]octan-2-yl)-2-(2,6-dioxopiperidin-3-yl)isoindoline-1,3-dione OC1=CC=C(C=C1)C(=C(CC)C1=CC=C(C=C1)O)C1=CC=C(C=C1)N1CCC(CC1)CN1C2CN(C(C1)CC2)C=2C=C1C(N(C(C1=CC2)=O)C2C(NC(CC2)=O)=O)=O